diamino-3,3'-bis(trifluoromethoxy)p-diaminobiphenyl NC=1C(=C(C(C(C1)(C1=CC(=CC=C1)OC(F)(F)F)N)N)OC(F)(F)F)N